[(1-oxo-2-propenyl) amino] 1-propanesulfonate C(CC)S(=O)(=O)ONC(C=C)=O